4-Methoxy-3-(1-methylpyrazol-3-yl)-5-nitrobenzene COC1=C(C=CC=C1[N+](=O)[O-])C1=NN(C=C1)C